1-p-toluenesulfonyl-3-(3-(4-(5H-pyrrolo[3,2-d]pyrimidin-4-yl)piperazin-1-yl)propyl)-5-cyanoindole CC1=CC=C(C=C1)S(=O)(=O)N1C=C(C2=CC(=CC=C12)C#N)CCCN1CCN(CC1)C=1C2=C(N=CN1)C=CN2